(S)-6-(5,6-difluoro-8-(methylamino)-4-(3-(morpholinomethyl)pyrrolidin-1-yl)-9H-pyrido[2,3-b]indol-3-yl)-1-methyl-4-oxo-1,4-dihydro-1,8-naphthyridine-3-carboxylic acid FC1=C2C3=C(NC2=C(C=C1F)NC)N=CC(=C3N3C[C@@H](CC3)CN3CCOCC3)C=3C=C1C(C(=CN(C1=NC3)C)C(=O)O)=O